FC(C1=CC=C(CN2CCC3=CC(=CC=C23)NC(C=C)=O)C=C1)(F)F N-(1-(4-(trifluoromethyl)benzyl)indolin-5-yl)acrylamide